[N+](=[N-])=CC(CC[C@@H](C(=O)O[C@H]1CCOCCC1)NC([C@@H](C)OC)=O)=O (R)-oxepan-4-yl (S)-6-diazo-2-((R)-2-methoxypropanamido)-5-oxohexanoate